C(C)CC(=O)[O-].C(C)CC(=O)[O-].[O-]CCCC.[O-]CCCC.[Zr+4] zirconium di(n-butoxide) bis(ethylacetate)